C(C)(C)(C)C1=CC=C(C=C1)N(C(=O)[C@@H]1NCC(OC1)(C)C)C(C(NC1CCOCC1)=O)C=1C=NC=CC1 (3R)-N-(4-tert-butylphenyl)-6,6-dimethyl-N-[2-oxo-1-(3-pyridyl)-2-(tetrahydropyran-4-ylamino)ethyl]morpholine-3-carboxamide